3-(6-methoxy-1H-pyrrolo[3,2-b]pyridin-2-yl)-N,N-dimethyl-4-(pyrrolidin-1-yl)benzenesulfonamide COC=1C=C2C(=NC1)C=C(N2)C=2C=C(C=CC2N2CCCC2)S(=O)(=O)N(C)C